(2S,4R)-1-[(2S)-2-[4-[(1,1-dioxo-1,4-thiazinan-4-yl)methyl]triazol-1-yl]-3,3-dimethyl-butanoyl]-4-hydroxy-N-methyl-pyrrolidine-2-carboxamide O=S1(CCN(CC1)CC=1N=NN(C1)[C@H](C(=O)N1[C@@H](C[C@H](C1)O)C(=O)NC)C(C)(C)C)=O